CP(C1=CC=CC=C1)(C(C1=CC=CC=C1)=O)=O methylbenzoylphenylphosphine oxide